P(O)(=O)(OP(=O)(O)OP(=O)(O)O)OC[C@@H]1[C@H](C[C@@H](O1)C1=CNC(=O)NC1=O)O 2'-Deoxypseudouridine-5'-Triphosphate